[C@@H]1([C@H](O)[C@H](O)[C@@H](CO)O1)N1C(=O)C=C(N)N=C1 3-deaza-5-azacytidine